COC1=NC=C(C=C1C(=O)N)NC(C(N1C(CC[C@@H](C1)C)C=1C=CC2=C(N=C(S2)C2CN(CC2)C)C1)=O)=O |r| 2-methoxy-5-[[2-oxo-2-[Rac-(5S)-5-methyl-2-[2-(1-methylpyrrolidin-3-yl)-1,3-Benzothiazol-5-Yl]-1-piperidyl]Acetyl]amino]pyridine-3-carboxamide